4-(4-aminophenoxy)-3-bromophenylbenzenamine NC1=CC=C(OC2=C(C=C(C=C2)C2=C(C=CC=C2)N)Br)C=C1